BrCCCCCCCCC(=O)OC methyl 9-bromononanoate